CC1=C(C=CC=C1C)C=1C(=CN(C1)C)C#N 4-(2,3-dimethylphenyl)-1-methyl-pyrrole-3-carbonitrile